9β,10α-pregnan-4,7-diene-3,20-dione CC([C@H]1CC[C@H]2C3=CCC4=CC(CC[C@@]4(C)[C@@H]3CC[C@]12C)=O)=O